C1(CCCCC1)C1=CC=C(C=C1)NC=1C2=C(N=C(N1)N1C[C@H](OCC1)CNC(OC(C)(C)C)=O)C(N(C2)C(C)C)=O tert-butyl {[(2R)-4-{4-[(4-cyclohexylphenyl) amino]-7-oxo-6-(propan-2-yl)-6,7-dihydro-5H-pyrrolo[3,4-d]pyrimidin-2-yl}morpholin-2-yl]methyl}carbamate